2-(N-ethylperfluoro-1-octanesulfonamido)-ethanol C(C)N(S(=O)(=O)C(C(C(C(C(C(C(C(F)(F)F)(F)F)(F)F)(F)F)(F)F)(F)F)(F)F)(F)F)CCO